tris(bis(trimethylsilyl)phosphanyl)silane C[Si](C)(C)P([Si](C)(C)C)[SiH](P([Si](C)(C)C)[Si](C)(C)C)P([Si](C)(C)C)[Si](C)(C)C